C1(CC1)C=1C=2N(C=C(C1)C(=O)O)C=C(N2)C 8-cyclopropyl-2-methylimidazo[1,2-a]pyridine-6-carboxylic acid